1-(3-chloro-4-fluorophenyl)piperazine dihydrochloride Cl.Cl.ClC=1C=C(C=CC1F)N1CCNCC1